NC=1C2=C(N=CN1)N(C(=C2C2=CC=C(C=C2)OC2=CC=CC=C2)C#CC2(CCN(CC2)C(\C=C\CN(C)C)=O)O)C2COCC2 (E)-1-(4-((4-amino-5-(4-phenoxyphenyl)-7-(tetrahydrofuran-3-yl)-7H-pyrrolo[2,3-d]pyrimidin-6-yl)ethynyl)-4-hydroxypiperidin-1-yl)-4-(dimethylamino)but-2-en-1-one